C1(CC1)C=1C(=C2C(=NN(C(C2=CC1)=O)CC(=O)O)C(F)F)F 2-[6-cyclopropyl-4-(difluoromethyl)-5-fluoro-1-oxo-phthalazin-2-yl]Acetic acid